NC1=C2N=CN(C2=NC=N1)[C@H]1C=C[C@@](C1)(C)OCP([O-])([O-])=O.[NH4+].N(=[N+]=[N-])C(C(=O)C1=CC=C(C=C1)OC1=CC=CC=C1)(F)F.[NH4+] 2-azido-2,2-difluoro-1-(4-phenoxyphenyl)ethane-1-one Ammonium ((((1S,4R)-4-(6-amino-9H-purin-9-yl)-1-methylcyclopent-2-en-1-yl)oxy)methyl)phosphonate